3-(4-(2-aminophenyl)piperazin-1-yl)(3-bromothien-2-yl)methanone NC1=C(C=CC=C1)N1CCN(CC1)C1(C(SC=C1)C=O)Br